FC1=C(C=CC=C1F)C(C)=O 1-(2,3-difluorophenyl)ethan-1-one